OC(=O)C(F)(F)F.NC1=C(C=CC=C1)NC(C1=CC=C(C=C1)CCCN1CCC(CC1)CNC1C(C1)C1=CN=C(S1)C)=O N-(2-aminophenyl)-4-(3-(4-(((2-(2-methylthiazol-5-yl)cyclopropyl)amino)methyl)piperidin-1-yl)propyl)benzamide TFA Salt